N[C@@H]1C2=CC=CC=C2CC12CCN(CC2)C=2C(=NC(=C(N2)C)SC2=CC(=NC=C2)C2CC2)C2(CC2)O (S)-1-(3-(1-amino-1,3-dihydrospiro[indene-2,4'-piperidin]-1'-yl)-6-((2-cyclopropylpyridin-4-yl)thio)-5-methylpyrazin-2-yl)cyclopropane-1-ol